5-chloro-N-(((2S,3R,6R)-2,6-dimethylmorpholin-3-yl)methyl)-3-fluoropyridin-2-amine hydrochloride Cl.ClC=1C=C(C(=NC1)NC[C@H]1NC[C@H](O[C@H]1C)C)F